CC1=NOC(=C1NC(=O)O[C@H](C)C1=CC=CC=C1)N1CCC(CC1)C1=CC=C(C=C1)C1(CC1)C(=O)O (R)-1-(4-(1-(3-methyl-4-(((1-phenylethoxy)carbonyl)amino)isoxazol-5-yl)piperidin-4-yl)phenyl)cyclopropane-1-carboxylic acid